tert-Butyl ((6-((3-bromo-2-methylphenyl)carbamoyl)pyridin-3-yl)methyl)(methyl)carbamate BrC=1C(=C(C=CC1)NC(=O)C1=CC=C(C=N1)CN(C(OC(C)(C)C)=O)C)C